C1(=CC=CC=C1)C1(CC=C(C=C1)N)NC1=C2C(=C(C=3CN(CC13)CCCCCCCC)CCCCCCCC)CN(C2)CCCCCCCC 1-phenyl-N1-(2,6,8-trioctyl-1,2,3,5,6,7-hexahydropyrrolo[3,4-f]isoindol-4-yl)benzene-1,4-diamine